tert-butyl N-[rac-(1S,2S,4R)-7-[(3-chloro-2-isopropyl-phenyl)methyl]-7-azabicyclo[2.2.1]heptan-2-yl]carbamate ClC=1C(=C(C=CC1)CN1[C@@H]2[C@H](C[C@H]1CC2)NC(OC(C)(C)C)=O)C(C)C |r|